8-(((tert-butyldimethylsilyl)oxy)methyl)-9-fluoro-1H-pyrrolo[1,2,3-de]quinoxalin-2(3H)-one [Si](C)(C)(C(C)(C)C)OCC=1C=C2C=3N(CC(NC3C1F)=O)C=C2